C(C=C)(=O)O.O(C)CC(COC(C)CO)O methoxyl-dipropylene glycol acrylate